Ethyl (R)-6-bromo-5-((1-(5-fluoro-2-hydroxypyridin-3-yl)ethyl)amino)pyrazolo[1,5-a]pyrimidincarboxylate BrC=1C(=NC=2N(C1)N=C(C2)C(=O)OCC)N[C@H](C)C=2C(=NC=C(C2)F)O